4-[5-[1-(1,6-dimethylpyrazolo[3,4-b]pyridin-4-yl)-5-methyl-3,6-dihydro-2H-pyridin-4-yl]-4-methyl-2-pyridinyl]piperazine-1-carboxylic acid tert-butyl ester C(C)(C)(C)OC(=O)N1CCN(CC1)C1=NC=C(C(=C1)C)C=1CCN(CC1C)C1=C2C(=NC(=C1)C)N(N=C2)C